CNCCC1=CC=C(C=C1)C N-methyl-2-(p-tolyl)-ethanamine